C(CCC)(=O)[O-].C(CCC)(=O)[O-].C(CCC)[Sn+2]CCCC dibutyl-tin dibutanoate